C(C)(C)(C)OC(=O)N1CCC2(C(N3[C@](O2)(CC[C@H]3C3=CC=CC=C3)C)=O)CC1 (5'S,7a'R)-7a'-methyl-3'-oxo-5'-phenyltetrahydro-3'H-spiro[piperidine-4,2'-pyrrolo[2,1-b]oxazole]-1-carboxylic acid tert-butyl ester